methyl 6-[1-[(1S)-1-[(2S,4R)-4-hydroxy-2-(methylcarbamoyl)pyrrolidine-1-carbonyl]-2,2-dimethyl-propyl]triazol-4-yl]pyridine-3-carboxylate O[C@@H]1C[C@H](N(C1)C(=O)[C@H](C(C)(C)C)N1N=NC(=C1)C1=CC=C(C=N1)C(=O)OC)C(NC)=O